O-(2-Aminoethyl)-O'-(2-azidoethyl)pentaethylene glycol C(COCCOCCOCCOCCOCCOCCN=[N+]=[N-])N